(4-(3-cyano-4-methoxypyridin-2-yl)benzyl)-5-fluoro-2-methoxybenzamide C(#N)C=1C(=NC=CC1OC)C1=CC=C(CC=2C(=C(C(=O)N)C=C(C2)F)OC)C=C1